Tetradec-2,4,6-triene-12-carboxylic acid benzyl ester C(C1=CC=CC=C1)OC(=O)C(CCCCC=CC=CC=CC)CC